bishydroxyethyl-diethylenetriamine OCCN(CCNCCN)CCO